NCC=1C=C(C=CC1)C=1C=C2C(=NN(C2=CC1)C(C)C)COC1=C(C=CC=C1)CCC(=O)O 3-(2-((5-(3-(aminomethyl)phenyl)-1-isopropyl-1H-indazol-3-yl)methoxy)phenyl)propanoic acid